(R)-3-((S)-3-(3-(bromomethyl)phenyl)-1-(tert-butyloxy)-1-oxopropane-2-yl)pyrrolidine-1-carboxylic acid tert-butyl ester C(C)(C)(C)OC(=O)N1C[C@H](CC1)[C@@H](C(=O)OC(C)(C)C)CC1=CC(=CC=C1)CBr